O=C1CN(C1)C=1C=C(C=CC1)S(=O)(=O)N1CCC(CC1)NC(OC(C)(C)C)=O tert-Butyl (1-((3-(3-oxoazetidin-1-yl)phenyl)sulfonyl)piperidin-4-yl)carbamate